C1=CC=C2OC3=C4C2=C1C1=CC=CC=C1C4=CC=C3 benzophenanthro[4,5-bcd]furan